1-Cyclohexyl-N-(5-(2-methoxyphenyl)isoxazol-3-yl)methanesulfonamide C1(CCCCC1)CS(=O)(=O)NC1=NOC(=C1)C1=C(C=CC=C1)OC